ClC=1C=C(C=CC1C(=O)N1CCN(CC1)C(=O)[C@H]1NC[C@@H](C1)O)NC(=O)C=1N(C(=CN1)C=1C(=NC(=C(C1)F)N(C)C)F)C N-[3-chloro-4-[4-[(2s,4r)-4-hydroxypyrrolidine-2-carbonyl]piperazine-1-carbonyl]phenyl]-5-[6-(dimethylamino)-2,5-difluoro-3-pyridinyl]-1-methyl-imidazole-2-carboxamide